N1N=CC(=C1)C1=CC2=C(N=C(S2)NCC(CNC2=NC=C(C=N2)SC)C)C=C1 N1-(6-(1H-pyrazol-4-yl)benzo[d]thiazol-2-yl)-2-methyl-N3-(5-(methylthio)pyrimidin-2-yl)propane-1,3-diamine